COC(C1=CC(=CC(=C1)C=1SC(=CN1)C)OC[C@@H]1CN(C(O1)=O)C)=O 3-{[(5S)-3-methyl-2-oxo-1,3-oxazolidin-5-yl]methoxy}-5-(5-methyl-1,3-thiazol-2-yl)benzoic acid methyl ester